C(CC)C1CC(CCC1)OCC(CO)O 3-(3-propylcyclohexyloxy)-1,2-propanediol